COC1=CC(=CC(=C1O[C@H]2[C@@H]([C@H]([C@@H]([C@H](O2)CO)O)O)O)OC)CO The molecule is a monosaccharide derivative that consists of 4-(hydroxymethyl)-2,6-dimethoxyphenol attached to a beta-D-glucopyranosyl residue at position 1 via a glycosidic linkage. Isolated from Acacia mearnsii it exhibits cytotoxic activity. It has a role as a metabolite and an antineoplastic agent. It is a beta-D-glucoside, an aromatic ether, a member of benzyl alcohols, a primary alcohol and a monosaccharide derivative.